1-tert-butyl 3-methyl 7-([[4-(diethoxyphosphoryl)phenyl]-methyl]amino)-pyrazolo[4,3-d]pyrimidine-1,3-dicarboxylate C(C)OP(=O)(OCC)C1=CC=C(C=C1)CNC=1C2=C(N=CN1)C(=NN2C(=O)OC(C)(C)C)C(=O)OC